C(#N)CC1=C(C(=O)N)C=CC(=C1)C1=NC(=NC=C1C)NC=1C=NN(C1)C1CCN(CC1)C(=O)C1C(C1)(F)F (cyanomethyl)-4-(2-((1-(1-(2,2-difluorocyclopropanecarbonyl)piperidin-4-yl)-1H-pyrazol-4-yl)amino)-5-methylpyrimidin-4-yl)benzamide